C(C)(C)(C)N(C(O)=O)CC=1C(=NN(C1)C(N(C)C)=O)N.C(C)C=1C=C2CC(N(C2=CC1)C1=C(C(=CC(=C1F)F)F)F)=O 5-ethyl-1-(2,3,5,6-tetrafluorophenyl)indoline-2-one tert-butyl-((3-amino-1-(dimethylcarbamoyl)-1H-pyrazol-4-yl)methyl)carbamate